tert-butyl (5-(3-carbamoyl-6-(4-fluorophenethyl)-2-isobutyl-5-(5-methyl-1,3,4-oxadiazol-2-yl)pyridin-4-yl)-2,3-dihydro-1H-inden-1-yl)(3,4-difluorobenzyl)carbamate C(N)(=O)C=1C(=NC(=C(C1C=1C=C2CCC(C2=CC1)N(C(OC(C)(C)C)=O)CC1=CC(=C(C=C1)F)F)C=1OC(=NN1)C)CCC1=CC=C(C=C1)F)CC(C)C